CC(C)OCC(COC1=CC(=C(C=C1)C1=NC(=NC=N1)NC1=CC=C(C=C1)C(=O)OCC)O)O {4-(3-(2-propyloxy)-2-hydroxypropyloxy)-2-hydroxylphenyl}-6-[4-(2-ethylcarboxyl)phenylamino]-1,3,5-triazine